CC(C#N)CC(C#N)C 2,4-dimethyl-glutaronitrile